C(C)S(=O)(=O)[O-].C(=C)N1C(=[N+](C=C1)C)C 1-vinyl-2,3-dimethylimidazolium ethanesulfonate